C1NCC12CC(C2)N2CCC(CC2)N2[C@@H](C1=C(NC=3N=NC(=CC31)C3=C(C=CC=C3)O)CC2)C (R)-2-(6-(1-(2-azaspiro[3.3]heptan-6-yl)piperidin-4-yl)-5-methyl-6,7,8,9-tetrahydro-5H-pyrido[3',4':4,5]pyrrolo[2,3-c]pyridazin-3-yl)phenol